(E)-3-(4-(2-methoxystyryl)phenoxy)-2,3-dihydrothiazolo[2,3-b]thiazole COC1=C(/C=C/C2=CC=C(OC3CSC4SC=CN43)C=C2)C=CC=C1